Cl.COC1=C(C=C(C(=C1)I)OC)CC(C)N 1-(2,5-Dimethoxy-4-Iodophenyl)-2-Aminopropane Hydrochloride